C(C)(C)(C)OC(=O)N1N=CC=2N=C(N=CC21)C2=C(C=C1CCN(CC1=C2C)C(=O)OC(C)(C)C)F tert-Butyl 7-(1-(tert-butoxycarbonyl)-1H-pyrazolo[4,3-d]pyrimidin-5-yl)-6-fluoro-8-methyl-3,4-dihydroisoquinoline-2(1H)-carboxylate